BrC1=C2C(=CC(NC2=CC=C1)=O)O 5-bromo-4-hydroxyquinolin-2(1H)-one